N-(5-((5-Bromo-4-((2,3-dihydrobenzofuran-7-yl)amino)pyrimidin-2-yl)amino)-4-methoxy-2-(4-(4-Methylpiperazin-1-yl)piperidin-1-yl)phenyl)propionamide BrC=1C(=NC(=NC1)NC=1C(=CC(=C(C1)NC(CC)=O)N1CCC(CC1)N1CCN(CC1)C)OC)NC1=CC=CC=2CCOC21